lead(II) telluride [Pb]=[Te]